Trimethylcyclohexyl-methacrylat CC(C(C(=O)[O-])=CC1CCCCC1)(C)C